(6-Amino-4-propoxy-3',4,5',6'-tetrahydro-2'H-[3,4']bipyridinyl-1'-yl)-[5-(phenoxy)-4-methoxy-pyridin-2-yl]-methanone NC1=CC(C(C=N1)=C1CCN(CC1)C(=O)C1=NC=C(C(=C1)OC)OC1=CC=CC=C1)OCCC